C(C)(C)(C)C1=NCC=C(C1)C#C[Si](C)(C)C tert-Butyl-4-((trimethyl-silyl)ethynyl)-3,6-dihydropyridine